N1=CC(=CC=C1)O meta-pyridinol